C1=CC(=C2C(=C1)NC(=N2)C#N)C#N dicyanobenzimidazole